4-(3-bromo-2,2-dimethyl-2H-chromen-7-yl)morpholine BrC=1C(OC2=CC(=CC=C2C1)N1CCOCC1)(C)C